(2S,4R)-1-(2-(3-acetyl-5-(2-methylpyrazolo[1,5-a]pyrimidin-6-yl)-1H-indazol-1-yl)acetyl)-4-fluoro-N-(pyridazin-3-yl)pyrrolidine-2-carboxamide C(C)(=O)C1=NN(C2=CC=C(C=C12)C=1C=NC=2N(C1)N=C(C2)C)CC(=O)N2[C@@H](C[C@H](C2)F)C(=O)NC=2N=NC=CC2